2-(2-methylpyridin-4-yl)oxazole-4-carboxamide hydrochloride Cl.CC1=NC=CC(=C1)C=1OC=C(N1)C(=O)N